CN(CC(N)C1=CC=C(C=C1)C1=C(N=CS1)C)C N1,N1-dimethyl-2-(4-(4-methylthiazol-5-yl)phenyl)ethane-1,2-diamine